COCCOCCC[Si](OC)(OC)OC 3-(methoxyethoxy)propyltrimethoxysilane